O.Cl.Cl.C[C@H]1CN(C[C@H](O1)C)C1CCC(CC1)N1N=C(C(=C1)N)OCCCOC 1-((1r,4r)-4-((2S,6R)-2,6-dimethylmorpholinyl)cyclohexyl)-3-(3-methoxypropoxy)-1H-pyrazol-4-amine dihydrochloride monohydrate